ClC12CC3CC(CC(C1)C3)C2 1-chloroadamantane